C1(C=CC=C1)[Ti](C1=C(C(=CC=C1F)N1C=CC=C1)F)(C1=C(C(=CC=C1F)N1C=CC=C1)F)C1C=CC=C1 bis(cyclopentadienyl)-bis(2,6-difluoro-3-(1-pyrrolyl)phenyl)-titanium